FC=1C(=C(C=CC1)NC1=C(NC2=C1C(NCC2)=O)C2=C(C=NC=C2)O[C@H](C)[C@@H]2N(CC2)C(C=C)=O)OC 3-[(3-fluoro-2-methoxyphenyl)amino]-2-{3-[(1R)-1-[(2R)-1-(prop-2-enoyl)azetidin-2-yl]ethoxy]pyridin-4-yl}-1H,5H,6H,7H-pyrrolo[3,2-c]pyridin-4-one